ClC=1C=2N(C(=C(C1)C(C)NC(=O)C=1C(=NN3C1N=CC=C3)NC(OCCCC)=O)N3CCC(CC3)OC)C=NC2 butyl {3-[({1-[8-chloro-5-(4-methoxypiperidin-1-yl)imidazo[1,5-a]pyridin-6-yl]ethyl}amino)carbonyl]pyrazolo[1,5-a]pyrimidin-2-yl}carbamate